O=C1NC2=CC=C(C=C2CC1)CS(=O)(=O)N (2-Oxo-1,2,3,4-tetrahydrochinolin-6-yl)methansulfonamide